C(CCC)N1C([C@H](NC(C12CCN(CC2)CC2=CC=C(C=C2)OC2=C(C=C(C=C2)C(=O)O)OC)=O)[C@@H](C2CCCC2)O)=O (3R)-1-butyl-2,5-dioxo-3-((1R)-1-hydroxy-1-cyclopentylmethyl)-9-(4-(4-carboxy-2-methoxyphenoxy)phenylmethyl)-1,4,9-triazaspiro[5.5]undecane